CC1=NN(C2=CC=C(C=C12)C(=O)O[Li])C1OCCCC1 lithio 3-methyl-1-(oxan-2-yl)indazole-5-carboxylate